COC(=O)C1=NC=C(C(=C1)C)C=1N=C(C2=CN=C(C=C2C1)NC(=O)[C@H]1[C@@H](C1)C=1C=NN(C1)C)N |r| (±)-5-(1-amino-6-((trans)-2-(1-methyl-1H-pyrazol-4-yl)cyclopropane-1-carboxamido)-2,7-naphthyridin-3-yl)-4-methylpyridine-2-carboxylic acid methyl ester